FC(C(=O)O)(F)F.C=1N=C(N2C1CNCC2)C(C)(C)O 2-(5,6,7,8-Tetrahydroimidazo[1,5-a]pyrazin-3-yl)propan-2-ol 2,2,2-trifluoroacetate